NC1=C(C(=NN1C(CF)CF)C1=C2C(=C(N=C1)CNC(C1=C(C=CC(=C1)F)OC)=O)NC=C2)C(=O)N 5-amino-1-(1,3-difluoropropan-2-yl)-3-(7-((5-fluoro-2-methoxybenzamido)methyl)-1H-pyrrolo[2,3-c]pyridin-4-yl)-1H-pyrazole-4-carboxamide